(3S,4R,5R,6S)-1-(6-{[5-(3,5-difluorophenyl)-1,2-oxazol-3-yl]methoxy}hexyl)-3,4,5,6-azepanetetrol FC=1C=C(C=C(C1)F)C1=CC(=NO1)COCCCCCCN1C[C@@H]([C@H]([C@@H]([C@H](C1)O)O)O)O